4-(Thiophen-3-yl)-9-(2,3,5-tri-O-benzoyl-β-D-ribofuranosyl)-9H-pyrido[2',3':4,5]pyrrolo[2,3-d]pyrimidine S1C=C(C=C1)C=1C2=C(N=CN1)N(C1=C2N=CC=C1)[C@H]1[C@H](OC(C2=CC=CC=C2)=O)[C@H](OC(C2=CC=CC=C2)=O)[C@H](O1)COC(C1=CC=CC=C1)=O